L-4-ethylphenol C(C)C1=CC=C(C=C1)O